(S)-2-(3-chlorobenzofuran-2-carboxamido)-N1-(1-(2-(2-adamantylamino)-2-oxoethyl)-2-oxo-1,2-dihydropyridin-3-yl)-N6-methyl-5-oxohexanediamide ClC1=C(OC2=C1C=CC=C2)C(=O)N[C@H](C(=O)NC=2C(N(C=CC2)CC(=O)NC2C1CC3CC(CC2C3)C1)=O)CCC(C(=O)NC)=O